O1CC(CC1)CCNC(=O)N1CC2(CCN3N=C(C=C32)C=3C=NC2=CC=CC=C2C3)C1 N-{2-[oxolan-3-yl]ethyl}-2'-(quinolin-3-yl)-5',6'-dihydrospiro[azetidine-3,4'-pyrrolo[1,2-b]pyrazole]-1-carboxamide